(S)-1-(3-(6-chloro-7-fluoro-3-(1H-imidazol-1-yl)-5-methoxy-1-methyl-1H-indol-2-yl)-1H-1,2,4-triazol-5-yl)-2-methoxy-N-methylethan-1-amine ClC1=C(C=C2C(=C(N(C2=C1F)C)C1=NNC(=N1)[C@@H](COC)NC)N1C=NC=C1)OC